3-propyl-2,6-decalindicarboxylic acid C(CC)C1C(CC2CCC(CC2C1)C(=O)O)C(=O)O